C1=CC=CC=2C3=CC=CC=C3C(C12)COC(=O)N([C@H](C(=O)O)CCOC)C (2S)-2-[9H-fluoren-9-ylmethoxycarbonyl(methyl)amino]-4-methoxy-butanoic acid